(1S,2S)-2-(3-chloro-4-((4-chloro-1H-imidazol-1-yl)methyl)phenyl)cyclopropane-1-carboxylic acid ClC=1C=C(C=CC1CN1C=NC(=C1)Cl)[C@@H]1[C@H](C1)C(=O)O